O=[N-] oxo-amide